[N+](=O)(O)[O-].C(C)N1CN(C=C1)C=C 1-ethyl-3-vinyl-imidazole nitrate